ClC1=CC=C(C=C1)C=1N=C2N(C=CC=C2)C1CN1CCN(CC1)C(=O)C1=CC(=CC=C1)OC(F)(F)F (4-{[2-(4-chlorophenyl)imidazo[1,2-a]pyridine-3-yl]methyl}piperazin-1-yl)[3-(trifluoromethoxy)phenyl]methanone